C(C)(C)(C)OC(=O)N1[C@@H]2C[C@H]([C@H]([C@H]1C(=O)N1CCC3(CN(C3)C(=O)OC(C)(C)C)CC1)CC2)O tert-butyl 7-[(1S,3S,4S,5R)-2-(tert-butoxycarbonyl)-5-hydroxy-2-azabicyclo[2.2.2]octane-3-carbonyl]-2,7-diazaspiro[3.5]nonane-2-carboxylate